NCC(CO)OC 3-amino-2-methoxypropan-1-ol